succinnitrile C(CCC#N)#N